CN(C)C(ON1N=NC=2C1=NC=CC2)=[N+](C)C [Dimethylamino-([1,2,3]triazolo[4,5-b]pyridin-3-yloxy)-methylene]-dimethyl-ammonium